C(C=C)N(S(=O)(=O)C#CC1=CC=C(C=C1)C)C#CC1=CC=CC=C1 N-allyl-4-methyl-N-(phenylethynyl)phenylethynyl-sulfonamide